hexahydrotoluene CC1CCCCC1